CN1C(C(=C(C2=CC(=CC=C12)C(=O)N)N1CCC(CC1)C=1OC2=C(N1)C=C(C=C2)C)C(=O)N)=O 1-methyl-4-[4-(5-methyl-1,3-benzoxazol-2-yl)piperidin-1-yl]-2-oxo-1,2-dihydroquinoline-3,6-dicarboxamide